1-(tert-butyl)-5-(4-fluorophenyl)-6-methyl-4-oxo-1,4-dihydropyridine-3-carboxylic acid C(C)(C)(C)N1C=C(C(C(=C1C)C1=CC=C(C=C1)F)=O)C(=O)O